3-chloro-6-(4-fluorophenoxy)pyridazine ClC=1N=NC(=CC1)OC1=CC=C(C=C1)F